FC(C1=CC(=CN=N1)N)(F)F 6-(trifluoromethyl)pyridazin-4-amine